FC(C1=NC(=NO1)C1=CC=C(C=C1)CN1N=C2C=CC=C(C2=C1)C(=O)OC)(F)F methyl 2-[[4-[5-(trifluoromethyl)-1,2,4-oxadiazol-3-yl] phenyl] methyl]-2H-indazole-4-carboxylate